adenosine-erucic acid [C@]1([C@H](O)[C@H](O)[C@@H](CO)O1)(N1C=NC=2C(N)=NC=NC12)CCCCCCCC\C=C/CCCCCCCCCCCC(=O)O